(2S)-3-[3-[[Bis[[3-[(2S)-2-carboxy-2-[(3R)-pyrrolidin-3-yl]ethyl]-5-methyl-phenyl]methyl]amino]methyl]-5-methyl-phenyl]-2-[(3R)-pyrrolidin-3-yl]propanoic acid tetrahydrochloride Cl.Cl.Cl.Cl.C(=O)(O)[C@@H](CC=1C=C(C=C(C1)C)CN(CC1=CC(=CC(=C1)C)C[C@H](C(=O)O)[C@@H]1CNCC1)CC=1C=C(C=C(C1)C)C[C@H](C(=O)O)[C@@H]1CNCC1)[C@@H]1CNCC1